2-[3,5-Dimethyl-4-(oxetan-3-yloxy)phenyl]-3,5,7-trihydroxy-benzopyran-4-one CC=1C=C(C=C(C1OC1COC1)C)C=1OC2=C(C(C1O)=O)C(=CC(=C2)O)O